C(C)(C)(C)/C(/CN1C(=CC2=C(C=CC=C12)OC(F)F)C(=O)OC)=C\C(=O)OCC methyl (E)-1-(2-(tert-butyl)-4-ethoxy-4-oxobut-2-en-1-yl)-4-(difluoromethoxy)-1H-indole-2-carboxylate